CNCC(C)(C)C N-methyl-neopentylamine